COC(C1=CC(=C(C=C1)CO)C1=CC2=C(NC(=N2)C)C=C1)=O 4-(hydroxymethyl)-3-(2-methyl-1H-benzimidazol-5-yl)benzoic acid methyl ester